bis(tricyclopentylphosphine) ruthenium (II) dichloride [Ru](Cl)Cl.C1(CCCC1)P(C1CCCC1)C1CCCC1.C1(CCCC1)P(C1CCCC1)C1CCCC1